CC(CC)(C)C1=CC=C(C=C1)CCC(C)=O 4-[4-(1,1-dimethylpropyl)phenyl]butan-2-one